2-(trifluoromethyl)-1H-indole-7-carboxamide TFA salt OC(=O)C(F)(F)F.FC(C=1NC2=C(C=CC=C2C1)C(=O)N)(F)F